tert-Butyl 4-((2-(3-chloro-4-(methoxycarbonyl)phenyl)-4-(2,2-difluoroethyl)piperazin-1-yl)methyl)-5-methoxy-7-methyl-1H-indole-1-carboxylate ClC=1C=C(C=CC1C(=O)OC)C1N(CCN(C1)CC(F)F)CC1=C2C=CN(C2=C(C=C1OC)C)C(=O)OC(C)(C)C